N-(1H-indol-3-yl)-2-oxo-1-((tetrahydro-2H-pyran-4-yl)methyl)-2,3-dihydro-1H-thieno[2,3-b][1,4]thiazine-6-carboxamide N1C=C(C2=CC=CC=C12)NC(=O)C1=CC2=C(SCC(N2CC2CCOCC2)=O)S1